C1=CC=CC=2C3=CC=CC=C3C(C12)COC(N[C@H](C(N[C@H](C(N[C@H](C(NCCN(C(OC(C)(C)C)=O)C)=O)C)=O)C)=O)C)=O tert-butyl ((5S,8S,11S)-1-(9H-fluoren-9-yl)-5,8,11-trimethyl-3,6,9,12-tetraoxo-2-oxa-4,7,10,13-tetraazapentadecan-15-yl)(methyl)carbamate